3-(dimethylamino)-1-(3-methoxyphenyl)prop-2-en-1-one CN(C=CC(=O)C1=CC(=CC=C1)OC)C